N=1C(N=CC1)=O 1,3-diazolone